O1C(COCC1)C(=O)N1CC(CC1)N1N=CC(=C1C(=O)NC1=NC=C(C=C1C)C#CC1=CC=CC=C1)Cl 1-(1-(1,4-dioxane-2-carbonyl)pyrrolidin-3-yl)-4-chloro-N-(3-methyl-5-(phenylethynyl)pyridin-2-yl)-1H-pyrazole-5-carboxamide